6-((5-Carboxyheptyl)oxy)-2,2-dimethylhexanoic acid C(=O)(O)C(CCCCOCCCCC(C(=O)O)(C)C)CC